FC1=C(NC2=C(C=CC=3N2C=NC3)C(=O)O)C=CC(=C1)I 5-(2-fluoro-4-iodoanilino)imidazo[1,5-a]Pyridine-6-Carboxylic acid